BrC1=C(NC(C)C)C=C(C=C1)F 2-Bromo-5-fluoro-N-(isopropyl)aniline